C(#N)[C@H]1N(CSC1)C(CNC(=O)C1=CC=NC2=CC=C(C=C12)N1C(CC(CC1)(F)F)C)=O N-(2-((R)-4-Cyanothiazolidin-3-yl)-2-oxoethyl)-6-(4,4-difluoro-2-methylpiperidin-1-yl)quinoline-4-carboxamide